C(C)(C)(C)OC([C@@H](N[C@H]1[C@H](O)[C@@H](O)[C@H](O)[C@H](O1)CO)[C@H](O)C)=O β-D-glucopyranosyl-L-threonine tert-butyl ester